C(C)OC(=O)C=1C(C=2N=NC=C(C2NC1)C1=C(C(=CC=C1)Cl)Cl)=O 4-(2,3-dichlorophenyl)-8-oxo-5,8-dihydropyrido[3,2-c]pyridazine-7-carboxylic acid ethyl ester